C1(=CC=C(C=C1)COC=1C=C2CCC(CC2=CC1)CCN(C)C)C1=CC=CC=C1 6-(4-biphenylyl)methoxy-2-[2-(N,N-dimethylamino)ethyl]tetralin